C1(C(N=CC2=CC3=CC=CC=C3C=C12)=O)=O azaanthracenedione